2-amino-4-bromo-N-(1-(3-chlorophenyl)-2-hydroxyethyl)benzamide NC1=C(C(=O)NC(CO)C2=CC(=CC=C2)Cl)C=CC(=C1)Br